3-(2-(azidomethyl)phenyl)propanoic acid N(=[N+]=[N-])CC1=C(C=CC=C1)CCC(=O)O